C1N(CC12CNC2)C2=CC=C(C=N2)N2N=C(C1=CC=CC(=C21)C)C=2C1=CN(N=C1C=CC2)C 1-(6-{2,6-diazaspiro[3.3]heptan-2-yl}pyridin-3-yl)-2',7-dimethyl-1H,2'H-3,4'-biindazole